C(C)N1C(=N[C@@H](C=C1C)C1=C(C(=CC=C1)F)C)C=1SC=CN1 ethyl-(4S)-4-(3-fluoro-2-methyl-phenyl)-6-methyl-2-thiazol-2-yl-1,4-dihydropyrimidine